(4,5-dichloro-1H-indol-2-yl)(piperazin-1-yl)methanone ClC1=C2C=C(NC2=CC=C1Cl)C(=O)N1CCNCC1